(E)-3-(3-(trifluoromethyl)phenyl)acrolein FC(C=1C=C(C=CC1)/C=C/C=O)(F)F